Tert-butyl (8aS)-6-chloro-5-(2-oxo-2,3-dihydro-1H-benzimidazol-4-yl)-8a,9,11,12-tetrahydropyrazino[2',1':3,4][1,4]oxazepino[5,6,7-de]quinazoline-10(8H)-carboxylate ClC1=C2C3=C(N=CN=C3C=C1C1=CC=CC=3NC(NC31)=O)N3[C@H](CO2)CN(CC3)C(=O)OC(C)(C)C